methyl-N-(tert-butoxycarbonyl)-O-cyclopropyl-L-threonine CN([C@@H]([C@H](OC1CC1)C)C(=O)O)C(=O)OC(C)(C)C